(S)-p-fluorophenylglycinol FC1=CC=C([C@H](N)CO)C=C1